C(C(CC)O)O 1,2-butandiol